CC1=CC=C(C=C1)S(=O)(=O)NC1(CCCCC1)C(=O)N1CCOCC1 4-Methyl-N-(1-(morpholine-4-carbonyl)cyclohexyl)benzenesulfonamide